S(=O)(=O)([O-])NC=1C=C(C=CC1)S(=O)(=O)[O-].[Na+].[Na+] Sodium 3-(sulfonatoamino)benzene-1-sulfonate